methyl 2-[3-[(2-amino-2-oxo-ethyl)amino]propyl]pyrazole-3-carboxylate NC(CNCCCN1N=CC=C1C(=O)OC)=O